3-(2-chloroethyl)-9-hydroxy-2-methyl-4H-pyrido[1,2-a]pyrimidin-4-one hydrochloride Cl.ClCCC1=C(N=C2N(C1=O)C=CC=C2O)C